NC1=C(N=C(S1)C1=C(C=CC=C1F)F)C(=O)NC=1C(=C2C(=NC1)[C@@H](CC2)O)N2C[C@H]([C@@H]([C@H](C2)C)O)N 5-amino-N-{4-[(3R,4R,5S)-3-amino-4-hydroxy-5-methylpiperidin-1-yl]-(7R)-7-hydroxy-6,7-dihydro-5H-cyclopenta[b]pyridin-3-yl}-2-(2,6-difluorophenyl)-1,3-thiazole-4-carboxamide